ClCCC(=C(C1=CC=C(C=C1)O)C1=CC=C(C=C1)N1CCC(CC1)CN1C(C(N(C(C1([2H])[2H])([2H])[2H])C=1C=C2C(N(C(C2=CC1F)=O)C1C(NC(CC1)=O)=O)=O)([2H])[2H])([2H])[2H])C1=CC=C(C=C1)O 5-(4-((1-(4-(4-chloro-1,2-bis(4-hydroxyphenyl)but-1-en-1-yl)phenyl)piperidin-4-yl)methyl)piperazin-1-yl-2,2,3,3,5,5,6,6-d8)-2-(2,6-dioxopiperidin-3-yl)-6-fluoroisoindoline-1,3-dione